tert-butyl-3-[2-[2-[2-[2-[3-(2,5-dioxopyrrol-1-yl)propanoylamino] ethoxy]ethoxy]ethoxy]ethoxy]propanoate C(C)(C)(C)OC(CCOCCOCCOCCOCCNC(CCN1C(C=CC1=O)=O)=O)=O